CC(CC)(C)C1=C(C=CC(=C1)C(CC)(C)C)P(OC1=CC=C(C=C1)C(CC)(C)C)(OC1=CC=C(C=C1)C(CC)(C)C)[O-] Bis[4-(1,1-dimethylpropyl)phenyl] [2,4-bis-(1,1-dimethylpropyl)phenyl]phosphit